FC=1C=C2C(C(CN3CCCOC(C1F)=C32)C=O)=O 7,8-difluoro-4-oxo-10-oxa-1-azatricyclo[7.4.1.05,14]tetradeca-5,7,9(14)-triene-3-carbaldehyde